C1(=CC=CC=C1)NC(NC=1C=C(C=CC1)C1CN(CCC1)C1=CC(=NC=N1)NC(C)=O)=O N-(6-(3-(3-(3-phenylureido)phenyl)piperidin-1-yl)pyrimidin-4-yl)acetamide